2-(methyl-d3)propan C(C(C)C)([2H])([2H])[2H]